BrC1=CC(=C(C(=C1)OC)CC=O)OC 2-(4-bromo-2,6-dimethoxyphenyl)acetaldehyde